NCC=1C=C(C=CC1)C=1C=C(C2=C(C(=CO2)COC2=C(C=CC=C2)CC(=O)O)C1)NCC1COCC1 2-(2-((5-(3-(aminomethyl)phenyl)-7-(((tetrahydrofuran-3-yl)methyl)amino)benzofuran-3-yl)methoxy)phenyl)acetic acid